ClC1=CC=C(C(=N1)C=O)N(C(C)C=1C=C(C=C2C(N(C=3N(C12)C=NC3C(=O)N(C)C)C)=O)C)CC3=CC=C(C=C3)OC 9-(1-((6-chloro-2-formylpyridin-3-yl)(4-methoxybenzyl)amino)ethyl)-N,N,4,7-tetramethyl-5-oxo-4,5-dihydroimidazo[1,5-a]quinazoline-3-carboxamide